1,5-diiodo-2,4-dichloroperfluoro-n-pentane IC(C(C(C(C(I)(F)F)(Cl)F)(F)F)(Cl)F)(F)F